1-(3,4-dihydro-2H-1-benzothiopyran-8-yl)-1-[1-(triphenylmethyl)imidazol-4-yl]ethanol S1CCCC2=C1C(=CC=C2)C(C)(O)C=2N=CN(C2)C(C2=CC=CC=C2)(C2=CC=CC=C2)C2=CC=CC=C2